(R)-2-methyl-N-(5-(5-(methyl-d3)-1,2,4-oxadiazol-3-yl)-2,3-dihydro-1H-inden-1-yl)-2H-tetrazole-5-carboxamide CN1N=C(N=N1)C(=O)N[C@@H]1CCC2=CC(=CC=C12)C1=NOC(=N1)C([2H])([2H])[2H]